[C@@H]12C(OCC[C@H]2C1)=O cis-3-oxa-bicyclo[4.1.0]heptan-2-one